C[C@H]1CN(CCC1)C1C(CN(CC1)C(=O)OCC1=CC=CC=C1)C cis-benzyl (3R)-3,3'-dimethyl[1,4'-bipiperidine]-1'-carboxylate